(4R)-4-[3-[3-[4-(2-chloro-4-methylsulfonyl-phenyl)phenyl]azetidin-1-yl]-3-oxo-propyl]oxazolidin-2-one ClC1=C(C=CC(=C1)S(=O)(=O)C)C1=CC=C(C=C1)C1CN(C1)C(CC[C@H]1NC(OC1)=O)=O